(2S)-1-ethoxypropan-2-amine C(C)OC[C@H](C)N